4-((7-Methoxy-1H-imidazo[4,5-c][1,8]naphthyridin-1-yl)methyl)-2-(trifluoromethoxy)-benzene-sulfonamide COC=1C=CC=2C3=C(C=NC2N1)N=CN3CC3=CC(=C(C=C3)S(=O)(=O)N)OC(F)(F)F